CC1=CC=C(C=N1)C(C)O 1-(6-methyl-pyridin-3-yl)-ethanol